ClC=1C(=C2C=CNC2=C(C1)Cl)CC1C(CN(CC1)C)C1=CC=C(C(=O)O)C=C1 4-(4-((5,7-dichloro-1H-indol-4-yl)methyl)-1-methylpiperidin-3-yl)benzoic acid